N-methyl-N-(2-methyl-1-oxo-2,3-dihydro-1H-inden-5-yl)acrylamide CN(C(C=C)=O)C=1C=C2CC(C(C2=CC1)=O)C